ClC=1C=C(C=CC1)S(=O)(=O)NC1CC(C1)(F)F 3-chloro-N-(3,3-difluorocyclobutyl)benzenesulfonamide